[Te-2].[Mn+2] Manganese telluride